dinaphthyl disulfone C1(=CC=CC2=CC=CC=C12)S(S(=O)(=O)C1=CC=CC2=CC=CC=C12)(=O)=O